The molecule is a thiazolidinemonocarboxylic acid obtained via hydrolysis of the beta-lactam ring of amoxicillin. It has a role as an allergen. It is a conjugate acid of an amoxicilloate. CC1([C@@H](N[C@H](S1)[C@@H](C(=O)O)NC(=O)[C@@H](C2=CC=C(C=C2)O)N)C(=O)O)C